1-(2-(4-(bis(propylsulfanyl)methyl)-2-methoxyphenoxy)ethyl)-4-toluenesulfonylpiperazine C(CC)SC(C1=CC(=C(OCCN2CCN(CC2)S(=O)(=O)CC2=CC=CC=C2)C=C1)OC)SCCC